C1=CC=CC=2SC3=CC=CC=C3N(C12)CCP(O)(O)=O (2-(10H-Phenothiazin-10-yl)ethyl)phosphonic acid